(2Z,4E,6E,8E)-3,7-dimethyl-N-phenyl-9-(2,6,6-trimethyl-3-(pyridin-2-yl)cyclohex-1-en-1-yl)nona-2,4,6,8-tetraenamide C/C(=C/C(=O)NC1=CC=CC=C1)/C=C/C=C(/C=C/C1=C(C(CCC1(C)C)C1=NC=CC=C1)C)\C